O[C@]1([C@H](O)[C@@H](O)[C@H](O)[C@H](O1)CO)C1=CC=CC=C1 (β-D-glucopyranos-1-yl)-benzol